1-((E)-4-(dimethylamino)but-2-enoyl)pyrrolidin-3-yl-3-(((3-isopropyl-5-(((R)-piperidin-3-yl)oxy)pyrazolo[1,5-a]pyrimidin-7-yl)amino)methyl)-8-azabicyclo[3.2.1]octane-8-carboxylate CN(C/C=C/C(=O)N1CC(CC1)OC(=O)N1C2CC(CC1CC2)CNC2=CC(=NC=1N2N=CC1C(C)C)O[C@H]1CNCCC1)C